COC1(C2=CC=CC=C2C=2C=CC=CC12)OC 9,9-dimethoxy-9H-fluorene